(Z)-7-(5-(3-(methoxycarbonyl)benzylidene)-2,4-dioxathiazolidin-3-yl)heptanoic acid COC(=O)C=1C=C(\C=C/2\ON(OS2)CCCCCCC(=O)O)C=CC1